2,6-dimethylresorcinol CC1=C(O)C(=CC=C1O)C